(6S,7S)-6-(3-bromo-2,5-difluorobenzyl)-7-(methylsulfonylamino)-5-azaspiro[2.4]heptane-5-carboxylic acid tert-butyl ester C(C)(C)(C)OC(=O)N1CC2(CC2)[C@@H]([C@@H]1CC1=C(C(=CC(=C1)F)Br)F)NS(=O)(=O)C